4-(hydroxymethyl)-N-(3-hydroxypyridin-2-yl)benzamide OCC1=CC=C(C(=O)NC2=NC=CC=C2O)C=C1